[Cl-].C(C)[NH+]1C=C(C=C1)C 1-Ethyl-3-methylpyrrolium chlorid